(1-(4-(trifluoromethyl)phenyl)cycloheptyl)methanamine FC(C1=CC=C(C=C1)C1(CCCCCC1)CN)(F)F